4-[6-amino-5-(3,4,5-trimethoxy-phenyl)-3-pyridyl]-N-cyclopropyl-benzamide NC1=C(C=C(C=N1)C1=CC=C(C(=O)NC2CC2)C=C1)C1=CC(=C(C(=C1)OC)OC)OC